((2-methyl-4-(trifluoromethyl)phenoxy)methyl)benzoic acid CC1=C(OCC2=C(C(=O)O)C=CC=C2)C=CC(=C1)C(F)(F)F